C1(CC1)[C@H](C1=CC=2N(N=C1)C=C(N2)[C@H](C2CCC(CC2)(F)F)NC(OC(C)(C)C)=O)NCCC2(CC2)N2C(C1=CC=CC=C1C2=O)=O tert-butyl ((S)-(7-((R)-cyclopropyl((2-(1-(1,3-dioxoisoindolin-2-yl)cyclopropyl)ethyl)amino)methyl)imidazo[1,2-b]pyridazin-2-yl)(4,4-difluorocyclohexyl)methyl)carbamate